NC(C)[Si](OCC)(OCC)OCC 1-aminoethyl-triethoxysilane